21-(eicos-11-enoyloxy)-heneicosanoic acid C(CCCCCCCCCC=CCCCCCCCC)(=O)OCCCCCCCCCCCCCCCCCCCCC(=O)O